(S)-methyl 3-(N-(5-cyano-2-(3-hydroxypiperidin-1-yl) phenyl) sulfamoyl)-4-methoxybenzoate C(#N)C=1C=CC(=C(C1)NS(=O)(=O)C=1C=C(C(=O)OC)C=CC1OC)N1C[C@H](CCC1)O